Tetramethyl-ammonium periodate I(=O)(=O)(=O)[O-].C[N+](C)(C)C